2-Oxopiperidine-1,3-dicarboxylic acid 1-benzyl ester 3-methyl ester COC(=O)C1C(N(CCC1)C(=O)OCC1=CC=CC=C1)=O